C12C(C3CC(CC(C1)C3)C2)CC(=O)NC2=CC3=C(NC(=N3)CN(C(OC(C)(C)C)=O)CCOC)C=C2 tert-Butyl N-[[5-[[2-(2-adamantyl)acetyl]amino]-1H-benzimidazol-2-yl]methyl]-N-(2-methoxyethyl)carbamate